FCC1N(CCNC1)C(=O)OC(C)(C)C tert-butyl 2-(fluoromethyl)piperazine-1-carboxylate